OC=1C=C(C=C(C1O)OC)C1=NC2=C(N1)C=CC(=C2)N2CCN(CC2)C(=O)C2=CC=C(C=C2)C (4-(2-(3,4-dihydroxy-5-methoxyphenyl)-1H-benzo[d]imidazol-5-yl)piperazin-1-yl)(p-tolyl)methanone